(R)-4-amino-6-((1-(3-(difluoromethyl)-2-fluorophenyl)ethyl)amino)-2-methylpyrimidine-5-carbaldehyde NC1=NC(=NC(=C1C=O)N[C@H](C)C1=C(C(=CC=C1)C(F)F)F)C